C(C)(C)(C)OC(=O)N1CCC(CC1)N1N=CC(=C1C)NC=1C(=NC(=C(N1)C1CC1)C1=CC=CC=2N(C=NC21)C)C(=O)OC methyl 3-[[1-(1-tert-butoxycarbonyl-4-piperidyl)-5-methyl-pyrazol-4-yl]amino]-5-cyclopropyl-6-(1-methylbenzimidazol-4-yl)pyrazine-2-carboxylate